C1(CC1)C1=CC(=C2C(=N1)NN=C2)C=2C=C(C=NC2)C2=CC=C(C=C2)N2C(CCC2)=O 1-(4-(5-(6-cyclopropyl-1H-pyrazolo[3,4-b]pyridin-4-yl)pyridin-3-yl)phenyl)pyrrolidin-2-one